C(C)(C)(C)OC(=O)N[C@@H](CN1C(=C(C2=CC=C(C(=C12)C=1C(=NN(C1C)C)C)Cl)CCCOC1=CC(=C(C(=C1)C)Cl)C)C(=O)OCC)C ethyl (R)-1-(2-((tert-butoxycarbonyl)amino)propyl)-6-chloro-3-(3-(4-chloro-3,5-dimethylphenoxy)propyl)-7-(1,3,5-trimethyl-1H-pyrazol-4-yl)-1H-indole-2-carboxylate